1-(4-(hydroxymethyl)phenyl)-3-methyltetrahydropyrimidin-2(1H)-one OCC1=CC=C(C=C1)N1C(N(CCC1)C)=O